ClC1=NC2=CC(=CC=C2C(=N1)N1CCCC2=CC=CC=C12)[N+](=O)[O-] 2-chloro-4-(3,4-dihydroquinolin-1(2H)-yl)-7-nitroquinazoline